C(C1=CC=CC=C1)N1CCC(CC1)CCNC(=O)C=1C=NC=2N(C1C)N=C(C2)C2=CC=C(C=C2)OC(F)(F)F N-[2-(1-benzylpiperidin-4-yl)ethyl]-7-methyl-2-[4-(trifluoromethoxy)phenyl]pyrazolo[1,5-a]pyrimidine-6-carboxamide